C(C)(C)(C)C(C#CC=1N(C2=CC=CC(=C2C1)Br)CC(F)(F)F)NC([O-])=O (tert-butyl 3-(4-bromo-1-(2,2,2-trifluoroethyl)-indol-2-yl)prop-2-yn-1-yl)carbamate